C(C)(C)(C)OC(=O)N1CC(=CCC1)C1=NC=CC=C1 5',6'-dihydro-[2,3'-bipyridine]-1'(2'H)-carboxylic acid tert-butyl ester